O(CCC)C1=CC=CC2=CC=CC=C12 propoxyl-naphthalene